ClC=1C(=NC(=NC1)NC1CCOCC1)C1=CC=C2CN(C(C2=C1)=O)CC(=O)NCC1CCCCC1 2-(6-{5-chloro-2-[(oxan-4-yl)amino]pyrimidin-4-yl}-1-oxo-2,3-dihydro-1H-isoindol-2-yl)-N-(cyclohexyl-methyl)acetamide